S1C(CNC2=C1C=CC=C2)=O [1,4]Benzothiazin-2(3H)-one